CC1(C=CC(C1)C(=C)C)O 1-methyl-4-(prop-1-en-2-yl)cyclopent-2-en-1-ol